CC1(CC=2C(CCCC2CC1)(C)C)C=O 1,2,3,4,5,6,7,8-octahydro-2,8,8-trimethylnaphthalene-2-carbaldehyde